ClC=1C=C(C=CC1Cl)NC1=NC2=CC=C(C=C2N=C1NC1=CC(=C(C=C1)Cl)Cl)[N+](=O)[O-] N2,N3-bis(3,4-dichlorophenyl)-6-nitroquinoxaline-2,3-diamine